5-amino-4-fluoro-N-[4-fluoro-5-(2-morpholin-4-ylpyrimidin-5-yl)-2-[(3R)-3,4-dimethylpiperazin-1-yl]phenyl]-2-(trifluoromethyl)benzamide NC=1C(=CC(=C(C(=O)NC2=C(C=C(C(=C2)C=2C=NC(=NC2)N2CCOCC2)F)N2C[C@H](N(CC2)C)C)C1)C(F)(F)F)F